(±)-2-(4-(3-Aminotetrahydrofuran-3-yl)phenyl)propanenitrile NC1(COCC1)C1=CC=C(C=C1)C(C#N)C